tert-Butyl (6-(3-(5H-pyrido[4,3-b]indol-7-yl)propanamido)hexyl)carbamate C1=NC=CC=2NC=3C=C(C=CC3C21)CCC(=O)NCCCCCCNC(OC(C)(C)C)=O